1-((4-chlorophenyl)sulfonyl)-3,5-bis((1-(o-tolyl)-1H-1,2,3-triazol-4-yl)methylene)piperidin-4-one ClC1=CC=C(C=C1)S(=O)(=O)N1CC(C(C(C1)=CC=1N=NN(C1)C1=C(C=CC=C1)C)=O)=CC=1N=NN(C1)C1=C(C=CC=C1)C